C(C)C1=C(C#N)C=CC(=C1)C#N ethyl-terephthalonitrile